2-((8-amino-6-(5-amino-4-methylpyridin-3-yl)-7-fluoroisoquinolin-3-yl)amino)-4,6-dimethyl-5,6-dihydro-4H,8H-pyrazolo[5,1-e][1,2,6]thiadiazepine 7,7-dioxide NC=1C(=C(C=C2C=C(N=CC12)NC1=NN2C(C(CN(S(C2)(=O)=O)C)C)=C1)C=1C=NC=C(C1C)N)F